4-(4-chlorobenzyl)-4,6,7,8-tetrahydropyrazolo[3,4-b]pyrrolo[3,4-d]pyridin-5(3H)-one ClC1=CC=C(CN2C3=C(C4=C(C2=O)CNC4)C=NN3)C=C1